COC([C@@H](NC(=O)C(C)(C)C)CC=1C(N=CC1)=O)=O N-(tert-butylcarbonyl)-3-[2-oxopyrrole-3(S)-yl]-L-alanine methyl ester